C(=O)C1=C(C=C(C=C1)N1C2(CC2)CN(CC1)C(=O)OC(C)(C)C)O tert-Butyl 4-(4-formyl-3-hydroxyphenyl)-4,7-diazaspiro[2.5]octane-7-carboxylate